(S)-N-(4-(3-aminopiperidin-1-yl)-5-((1-(trifluoromethyl)-1H-pyrazol-4-yl)ethynyl)pyridin-2-yl)-2-(2,4-difluoro-6-methoxyphenyl)pyrimidin-4-amine hydrochloride Cl.N[C@@H]1CN(CCC1)C1=CC(=NC=C1C#CC=1C=NN(C1)C(F)(F)F)NC1=NC(=NC=C1)C1=C(C=C(C=C1OC)F)F